ClC=1C=C(C=CC1OC)C1(NC=C(C(=N1)NC1CCNCC1)C=1C=NN(C1)C)N 2-(3-chloro-4-methoxyphenyl)-5-(1-methyl-1H-pyrazol-4-yl)-N4-(piperidin-4-yl)pyrimidine-2,4-diamine